[C@H]12[C@H](C[C@H](C=C1)C2)C(=O)OC(C)(C)C tert-butyl (1R,2S,4R)-bicyclo[2.2.1]hept-5-ene-2-carboxylate